decenyl-triethoxysilane Methyl-2-((3-(acetylthio)-2,2-dimethylpropoxy)methyl)-2-(3-bromophenyl)propanoate COC(C(C)(C1=CC(=CC=C1)Br)COCC(CSC(C)=O)(C)C)=O.C(=CCCCCCCCC)[Si](OCC)(OCC)OCC